Tert-butyl (2-(((S)-1-((2S,4R)-4-hydroxy-2-(((S)-1-(4-(4-methylthiazol-5-yl)phenyl)ethyl)carbamoyl)pyrrolidin-1-yl)-3,3-dimethyl-1-oxobutan-2-yl)amino)-2-oxoethyl)(methyl)carbamate O[C@@H]1C[C@H](N(C1)C([C@H](C(C)(C)C)NC(CN(C(OC(C)(C)C)=O)C)=O)=O)C(N[C@@H](C)C1=CC=C(C=C1)C1=C(N=CS1)C)=O